(S)-2-((2-((3,3-dimethyl-1-(2,2,2-trifluoroethoxy)-1,3-dihydro-[1,2]oxaborolo[4,3-b]pyridin-5-yl)amino)-5-(3-morpholino-1,2,4-oxadiazol-5-yl)pyrimidin-4-yl)amino)-2-phenylethan-1-ol CC1(OB(C=2C1=NC(=CC2)NC2=NC=C(C(=N2)N[C@H](CO)C2=CC=CC=C2)C2=NC(=NO2)N2CCOCC2)OCC(F)(F)F)C